bis(tris(2-ethylhexyl)phosphine) nickel dichloride [Ni](Cl)Cl.C(C)C(CP(CC(CCCC)CC)CC(CCCC)CC)CCCC.C(C)C(CP(CC(CCCC)CC)CC(CCCC)CC)CCCC